methyl 2-((1S,4S,5R)-5-((5-cyclopropyl-3-(2,6-dichloro-4-methoxyphenyl)isoxazol-4-yl)methoxy)-2-azabicyclo[2.2.1]heptan-2-yl)-4-fluorobenzo[d]thiazole-6-carboxylate C1(CC1)C1=C(C(=NO1)C1=C(C=C(C=C1Cl)OC)Cl)CO[C@H]1[C@@H]2CN([C@H](C1)C2)C=2SC1=C(N2)C(=CC(=C1)C(=O)OC)F